C(C)(=O)NC1=CC(=CC(=N1)N1CCN(CC1)C(=O)OC(C)(C)C)C=1C(=C(C=C(C1)F)C1=CC(=C(C=C1)N1C(N(C=C1)C)=O)Cl)OC tert-butyl 4-(6-acetamido-4-(3'-chloro-5-fluoro-2-methoxy-4'-(3-methyl-2-oxo-2,3-dihydro-1H-imidazol-1-yl)-[1,1'-biphenyl]-3-yl)pyridin-2-yl)piperazine-1-carboxylate